N1C=NC=2C=CC=3CCCOC3C21 imidazochroman